pyridine-2,3,5,6-tetracarboxylate N1=C(C(=CC(=C1C(=O)[O-])C(=O)[O-])C(=O)[O-])C(=O)[O-]